COC1=CC=C(C=C1)COC(C)C(CO)CO 2-{1-[(4-methoxyphenyl)methoxy]ethyl}propane-1,3-diol